(R,E)-N-((1,2,3,5,6,7-Hexahydro-s-indacen-4-yl)carbamoyl)-2-(1-(2,2,2-trifluoroacetyl)pyrrolidin-2-yl)ethen-1-sulfonamid C1CCC2=C(C=3CCCC3C=C12)NC(=O)NS(=O)(=O)\C=C\[C@@H]1N(CCC1)C(C(F)(F)F)=O